(S)-1'-(8-((2-amino-3-chloropyridin-4-yl)thio)pyrido[4,3-d]pyrimidin-5-yl)-6-bromo-1,3-dihydrospiro[indene-2,4'-piperidin]-1-amine NC1=NC=CC(=C1Cl)SC1=CN=C(C2=C1N=CN=C2)N2CCC1(CC2)[C@@H](C2=CC(=CC=C2C1)Br)N